S(=O)(=O)([O-])C(F)(F)C(F)(F)C(F)(F)C(F)(F)F nonaflat